1-(pyridazin-4-yl)-5-(trifluoromethyl)-1H-pyrazol-4-amine hydrochloride Cl.N1=NC=C(C=C1)N1N=CC(=C1C(F)(F)F)N